ethyl 4-chloro-2-cyclopentyl-pyrimidine-5-carboxylate ClC1=NC(=NC=C1C(=O)OCC)C1CCCC1